CN(CCC(C)OC(CCCCCCC)=O)C octanoic acid 1-dimethylamino-3-butyl ester